3-(4-((2-(2,4-dichlorophenoxy)benzyl)oxy)phenyl)propionic acid ClC1=C(OC2=C(COC3=CC=C(C=C3)CCC(=O)O)C=CC=C2)C=CC(=C1)Cl